ethyl 2-(7-isopropyl-4-oxo-2-propylpyrazolo[1,5-d][1,2,4]triazin-5(4H)-yl)acetate C(C)(C)C1=NN(C(C=2N1N=C(C2)CCC)=O)CC(=O)OCC